[Na].ClC=1C(=NC=CC1S)N1C[C@H](CC1)CO (S)-3-chloro-2-(3-(hydroxymethyl)pyrrolidin-1-yl)pyridin-4-thiol sodium